FC1(C2CN(C(C12)=O)C(=O)OC(C)(C)C)F tert-Butyl 6,6-difluoro-2-oxo-3-azabicyclo[3.1.0]hexane-3-carboxylate